COC1=C(C2=CC=CC=C2C=C1)C1C(CCC2=CC=CC=C12)=O 1-(2-methoxynaphthyl)-2-tetralone